Ethyl-4-(2-(2,5-dioxo-1-phenyl-2,5-dihydro-1H-pyrrol-3-yl)piperidin-1-yl)benzoate C(C)OC(C1=CC=C(C=C1)N1C(CCCC1)C=1C(N(C(C1)=O)C1=CC=CC=C1)=O)=O